2-(4-isopropyl-1-piperazinyl)thiazol-4(5H)-one C(C)(C)N1CCN(CC1)C=1SCC(N1)=O